CC1C(=O)OC(C1)=C=S methyl-γ-thionocarbonylbutyrolactone